The molecule is a branched amino tetrasaccharide consisting of a beta-D-galactose residue (1->3)-linked to the reducing-end GalNAc residue of a linear chain of beta-D-galactose, N-acetyl-beta-D-glucosamine and N-acetyl-D-galactosamine residues linked (1->4) and (1->6) respectively. It has a role as an epitope. It is an amino tetrasaccharide, a glucosamine oligosaccharide and a galactosamine oligosaccharide. CC(=O)N[C@@H]1[C@H]([C@@H]([C@H](O[C@H]1OC[C@@H]2[C@@H]([C@@H]([C@H](C(O2)O)NC(=O)C)O[C@H]3[C@@H]([C@H]([C@H]([C@H](O3)CO)O)O)O)O)CO)O[C@H]4[C@@H]([C@H]([C@H]([C@H](O4)CO)O)O)O)O